ClC=1C=CC(=C(C1)C1=CC(=C(N=N1)OC1COC1)N)F 6-(5-chloro-2-fluorophenyl)-3-(oxetan-3-yloxy)pyridazin-4-amine